C(C)(C)(C)OC(=O)N1CC2CCC(C1)N2C2=NC=C(C=C2)C#N 8-(5-Cyano-2-pyridinyl)-3,8-diazabicyclo[3.2.1]octane-3-carboxylic acid tert-butyl ester